(2Z,3E)-3-((2-((1R,4R)-2,5-diazabicyclo[2.2.1]heptane-2-yl)ethoxy)imino)-[2,3'-biindolinylidene]-2'-on [C@H]12N(C[C@H](NC1)C2)CCO\N=C/2\C(\NC1=CC=CC=C21)=C/2\C(NC1=CC=CC=C21)=O